C(C)OC1=C(C(=O)C2=CC=CC=C2)C=CC=C1 ethoxybenzophenon